2,4-dimethylbenzo[d][1,3]dioxole CC1OC2=C(O1)C=CC=C2C